FC1(CC(C1)(C)C=1C(=NC=CC1NC(CC1=CC=C2C=CNC2=C1)=O)C(=O)N)F (3,3-Difluoro-1-methyl-cyclobutyl)-4-[[2-(1H-indol-6-yl)acetyl]amino]pyridine-2-carboxamide